2-(3-cyano-4-isobutoxyphenyl)benzo[d]thiazole-6-carboxylic acid C(#N)C=1C=C(C=CC1OCC(C)C)C=1SC2=C(N1)C=CC(=C2)C(=O)O